3-(5-(4-(((S)-3-methylpyrrolidin-1-yl)methyl)pyridin-2-yl)-1-oxoisoindolin-2-yl)piperidine-2,6-dione C[C@@H]1CN(CC1)CC1=CC(=NC=C1)C=1C=C2CN(C(C2=CC1)=O)C1C(NC(CC1)=O)=O